methyl 3-[6-[2-[2-[(6-fluoro-2-pyridyl)sulfonylamino]thiazol-4-yl]phenyl]hexylamino]-2,2-dimethyl-propanoate FC1=CC=CC(=N1)S(=O)(=O)NC=1SC=C(N1)C1=C(C=CC=C1)CCCCCCNCC(C(=O)OC)(C)C